C(C)(C)(C)C1=NN=C(O1)C=1C(=NC(=NC1)NC1=CC=C(C=C1)S(=O)(=O)C)N[C@H](CO)C1=CC=CC=C1 (2S)-2-[[5-(5-tert-butyl-1,3,4-oxadiazol-2-yl)-2-(4-methylsulfonylanilino)-pyrimidin-4-yl]amino]-2-phenyl-ethanol